COC1=NC=C(C=N1)C=1C=C2C[C@H](COC2=CC1)N (R)-6-(2-methoxypyrimidin-5-yl)chroman-3-amine